FC1(CNC1)COC=1C=NC2=CC=CN=C2C1C1=CC(=NN1)NC=1N=CC(=NC1)C#N 5-[(5-{3-[(3-fluoroazetidin-3-yl)methoxy]-1,5-naphthyridin-4-yl}-1H-pyrazol-3-yl)amino]pyrazine-2-carbonitrile